sodium sarcosinate salt N(C)CC(=O)[O-].[Na+]